COC(C1=CC=C(C=C1)N1C(CCC1COC(F)F)COC(F)F)=O 4-(2,5-bis((difluoromethoxy)methyl)pyrrolidin-1-yl)benzoic acid methyl ester